N(=C=S)C=1C=C(C(C=CC=2C(=CC=CC2)S(=O)(=O)O)=CC1)S(=O)(=O)O 4'-isothiocyanatostilbene-2,2'-disulfonic acid